7-(8-chloronaphthalen-1-yl)-4-(4-((2,3,4,5-tetrafluoro-6-(trifluoromethyl)phenyl)sulfonyl)piperazin-1-yl)-5,6,7,8-tetrahydropyrido[3,4-d]pyrimidine ClC=1C=CC=C2C=CC=C(C12)N1CC=2N=CN=C(C2CC1)N1CCN(CC1)S(=O)(=O)C1=C(C(=C(C(=C1C(F)(F)F)F)F)F)F